7-(1-methyl-1H-pyrazol-4-yl)-N-(2-methyl-5-(2-(1-methylpyrrolidin-2-yl)acetamido)pyridin-3-yl)-[1,2,4]triazolo[4,3-a]pyridine-3-carboxamide CN1N=CC(=C1)C1=CC=2N(C=C1)C(=NN2)C(=O)NC=2C(=NC=C(C2)NC(CC2N(CCC2)C)=O)C